3-(5-ethyl-1,3-thiazol-2-yl)-5-[(2S)-tetrahydrofuran-2-ylmethoxy]-N-{(1R)-1-[6-(trifluoromethyl)pyridazin-3-yl]ethyl}benzamide C(C)C1=CN=C(S1)C=1C=C(C(=O)N[C@H](C)C=2N=NC(=CC2)C(F)(F)F)C=C(C1)OC[C@H]1OCCC1